decanediamine azelate C(CCCCCCCC(=O)O)(=O)O.C(CCCCCCCCC)(N)N